C(CCCCCCC\C=C\CCCCCCCC)(=O)OC[C@@H](OC(CCCCCCC\C=C\CCCCCCCC)=O)COP(=O)([O-])OCC[N+](C)(C)C 1,2-dielaidoyl-sn-glycero-3-phosphocholine